(aminoiminomethyl)-2-aminoacetic acid NN=CC(C(=O)O)N